2-(methoxyimino)-8-(6-methyl-1,2,3,6-tetrahydropyridin-4-yl)-3-((1-methyl-1H-pyrazol-4-yl)methyl)-N-(1-methylcyclopropyl)-4-oxo-1,2,3,4-tetrahydroquinazoline-6-sulfonamide CON=C1NC2=C(C=C(C=C2C(N1CC=1C=NN(C1)C)=O)S(=O)(=O)NC1(CC1)C)C=1CCNC(C1)C